The molecule is a C-glycosyl compound that is isovitexin in which the hydroxyl hydrogen at position 7 is replaced by a beta-D-glucosyl residue. It has a role as a metabolite. It is a dihydroxyflavone, a glycosyloxyflavone, a monomethoxyflavone, a C-glycosyl compound and a monosaccharide derivative. It derives from an isoscoparin. COC1=C(C=CC(=C1)C2=CC(=O)C3=C(C(=C(C=C3O2)O[C@H]4[C@@H]([C@H]([C@@H]([C@H](O4)CO)O)O)O)[C@H]5[C@@H]([C@H]([C@@H]([C@H](O5)CO)O)O)O)O)O